1-(2-(((tert-butyldimethylsilyl)oxy)methyl)-5-fluoropyridin-3-yl)ethan-1-amine [Si](C)(C)(C(C)(C)C)OCC1=NC=C(C=C1C(C)N)F